N[C@H]1[C@@H](CCC1)O |r| rac-(1R,2R)-2-aminocyclopentan-1-ol